bromo-1-cyclopropyl-1H-pyrazole-5-carboxylic acid methyl ester COC(=O)C1=CC(=NN1C1CC1)Br